C1(CC1)C1=NC=NC(=C1C1=NC=C2N(C(N(C2=N1)CC1=CC=C(C=C1)C=1N(C=C(N1)C(F)(F)F)C)=N)CC(F)(F)F)OCF 2-[4-cyclopropyl-6-(fluoromethoxy)pyrimidin-5-yl]-9-[[4-[1-methyl-4-(trifluoromethyl)imidazol-2-yl]phenyl]methyl]-7-(2,2,2-trifluoroethyl)purin-8-imine